C(C)OP(=O)(OCC)C(C(=O)O)C 2-(diethylphosphono)propionic acid